thieno[2,3-c]-1,2,5-oxadiazole N1=C2C(=NO1)SC=C2